2,5-dimethoxyfluorobenzene COC1=C(C=C(C=C1)OC)F